C(C1=CC=CC=C1)C1=NC(=C2N1C=CC=C2)C(=O)OCC ethyl 3-benzylimidazo[1,5-a]pyridine-1-carboxylate